N-(2,3-dimethoxybenzyl)-1-(2,5-dimethoxy-4-bromophenyl)-2-aminoethane COC1=C(CNCCC2=C(C=C(C(=C2)OC)Br)OC)C=CC=C1OC